C(C)(C)(C)OC(=O)NC1=C(C=2N(C=C1)N=CC2C(=O)OC)OC Methyl 5-((tert-butoxycarbonyl) amino)-4-methoxypyrazolo[1,5-a]pyridine-3-carboxylate